NC1=NC=CC=C1C1=NC=2C(=NC(=CC2)C#C)N1C=1C=C2CC[C@@H](C2=CC1)NC(C1=CN=C(C=C1)C)=O (S)-N-(5-(2-(2-aminopyridin-3-yl)-5-ethynyl-3H-imidazo[4,5-b]pyridin-3-yl)-2,3-dihydro-1H-inden-1-yl)-6-methylnicotinamide